C(=CC=CCCCCCCCCCCCCCCCC)[Si](OCC)(OCC)OCC eicosdienyl-triethoxysilane